1-amino-3-[[7-(2-naphthyl)-1,6-naphthyridin-5-yl]amino]-2-propanol NCC(CNC1=C2C=CC=NC2=CC(=N1)C1=CC2=CC=CC=C2C=C1)O